4-bromo-1-(difluoromethyl)-1H-pyrazol-5-amine BrC=1C=NN(C1N)C(F)F